(S)-2-chloro-3-(6-(3,5-dimethylisoxazol-4-yl)-1-(1-(pyridin-2-yl)ethyl)-2-(trifluoromethyl)-1H-pyrrolo[3,2-b]pyridin-3-yl)benzoic acid ClC1=C(C(=O)O)C=CC=C1C1=C(N(C=2C1=NC=C(C2)C=2C(=NOC2C)C)[C@@H](C)C2=NC=CC=C2)C(F)(F)F